C(C)(=O)C1=NN(C2=C(C=C(C=C12)C=1C=NC(=NC1)C)C)CC(=O)N1[C@@H]2C[C@@]2(C[C@H]1C(=O)NCCC(=O)O)C 3-((1R,3S,5R)-2-(2-(3-acetyl-7-methyl-5-(2-methylpyrimidin-5-yl)-1H-indazol-1-yl)acetyl)-5-methyl-2-azabicyclo[3.1.0]hexane-3-carboxamido)propanoic acid